FC1=C(C(=CC=C1)C)C1CCC(CC1)C=1C(N(C2=NC(=CC=C2C1)C)CC1=NC=CC=C1C)=O 3-((1r,4r)-4-(2-Fluoro-6-methylphenyl)cyclohexyl)-7-methyl-1-((3-methylpyridin-2-yl)methyl)-1,8-naphthyridin-2(1H)-one